3-[5-amino-3-[2-(difluoromethyl)-6-methyl-4-pyridinyl]pyrazolo[1,5-a]pyrimidin-2-yl]benzonitrile NC1=NC=2N(C=C1)N=C(C2C2=CC(=NC(=C2)C)C(F)F)C=2C=C(C#N)C=CC2